4-tert-Butylbenzylpropionaldehyd C(C)(C)(C)C1=CC=C(CC(C=O)C)C=C1